(S)-4-(2-(4-(2-acetyl-5-chlorophenyl)-5-methoxyl-2-oxopyridine-1(2H)-yl)-3-phenylpropionylamino)benzoic acid C(C)(=O)C1=C(C=C(C=C1)Cl)C1=CC(N(C=C1OC)[C@H](C(=O)NC1=CC=C(C(=O)O)C=C1)CC1=CC=CC=C1)=O